4-cyanodithioglutaric acid C(#N)C(CCC(=S)O)C(=S)O